C(C)(C)(C)C1=CC=C(C=C1)[C@H](C)NC(=O)C1=CC=C2C(=C(N(C2=C1)C)C)CC=1C=C(OC(C(=O)OCC)(C)C)C=CC1 ethyl (S)-2-(3-((6-((1-(4-(tert-butyl)phenyl)ethyl)carbamoyl)-1,2-dimethyl-1H-indol-3-yl)methyl)phenoxy)-2-methylpropanoate